4-Phenylbutyryl-L-leucyl-L-prolinamide C1(=CC=CC=C1)CCCC(=O)N[C@@H](CC(C)C)C(=O)N1[C@@H](CCC1)C(=O)N